2-(4-Methoxy-3-(1-methyl-1H-pyrazol-3-yl)-5-nitrophenyl)ethan-1-amine COC1=C(C=C(C=C1[N+](=O)[O-])CCN)C1=NN(C=C1)C